(P)-2-(4-(4-(aminomethyl)-8-chloro-1-oxo-1,2-dihydrophthalazin-6-yl)-1-methyl-1H-pyrazol-5-yl)-3-fluoro-1-naphthonitrile NCC1=NNC(C2=C(C=C(C=C12)C=1C=NN(C1C1=C(C2=CC=CC=C2C=C1F)C#N)C)Cl)=O